DIBUTYL 2-ISOBUTYLMALONATE C(C(C)C)C(C(=O)OCCCC)C(=O)OCCCC